N-(2,6-dioxopiperidin-3-yl)quinoline-8-carboxamide O=C1NC(CCC1NC(=O)C=1C=CC=C2C=CC=NC12)=O